bis(dimethyl-(2-phenyl-1-indenyl)-(2-indenyl)silane) zirconium dichloride [Cl-].[Cl-].[Zr+2].C[Si](C=1CC2=CC=CC=C2C1)(C1C(=CC2=CC=CC=C12)C1=CC=CC=C1)C.C[Si](C=1CC2=CC=CC=C2C1)(C1C(=CC2=CC=CC=C12)C1=CC=CC=C1)C